6-(5,6-difluoro-1H-indazol-3-yl)-2-methylpyridine-3-carbonitrile FC=1C=C2C(=NNC2=CC1F)C1=CC=C(C(=N1)C)C#N